COC=1C=C2CC\C(\C(C2=CC1OC)=O)=C/C=1C=NC(=CC1)C1=CSC=C1 (E)-6,7-dimethoxy-2-((6-(thiophen-3-yl)pyridin-3-yl)methylene)-3,4-dihydronaphthalen-1(2H)-one